1-hexyl-2,3-dimethyl-imidazole tetrafluoroborate F[B-](F)(F)F.C(CCCCC)N1C(N(C=C1)C)C